(1S,2S)-2-fluoro-N-(3-(6-(2-hydroxypropan-2-yl)-4-methylpyridin-3-yl)-1-methyl-2-oxo-1,2-dihydro-1,6-naphthyridin-7-yl)cyclopropane-1-carboxamide F[C@@H]1[C@@H](C1)C(=O)NC1=NC=C2C=C(C(N(C2=C1)C)=O)C=1C=NC(=CC1C)C(C)(C)O